N,N-bis-trimethylsilyl-aminopropyl-triethoxysilane C[Si](N([Si](C)(C)C)CCC[Si](OCC)(OCC)OCC)(C)C